3-bromo-5-(3-chloro-4-methylphenoxy)-1-(propan-2-yl)-1H-1,2,4-triazole BrC1=NN(C(=N1)OC1=CC(=C(C=C1)C)Cl)C(C)C